BrC1=CC(=CC=2N(C=NC21)C)[N+](=O)[O-] 4-bromo-1-methyl-6-nitro-1H-benzo[d]imidazole